3'-(5-(((tert-Butyldimethylsilyl)oxy)methyl)-7-(trifluoromethyl)benzo[d]oxazol-2-yl)-2-(4-methyl-4H-1,2,4-triazol-3-yl)-[1,1'-biphenyl]-4-carbonitrile [Si](C)(C)(C(C)(C)C)OCC=1C=C(C2=C(N=C(O2)C=2C=C(C=CC2)C2=C(C=C(C=C2)C#N)C2=NN=CN2C)C1)C(F)(F)F